N1(C=NC=C1)C1=NC(=NC(=C1)NC1=NNC(=C1)C)NC1C2CC3(CC(CC1C3)C2)O 4-[(4-(1H-imidazol-1-yl)-6-[(5-methyl-1H-pyrazol-3-yl)amino]pyrimidin-2-yl)amino]adamantan-1-ol